dodecylbenzenesulfonate Sodium [Na].C(CCCCCCCCCCC)OS(=O)(=O)C1=CC=CC=C1